(2S,4r)-4-hydroxy-1-[(2S)-2-[4-(methylsulfonylaminomethyl)triazol-1-yl]-3,3-dimethyl-butyryl]-N-methyl-pyrrolidine-2-carboxamide O[C@@H]1C[C@H](N(C1)C([C@H](C(C)(C)C)N1N=NC(=C1)CNS(=O)(=O)C)=O)C(=O)NC